1-(tert-butyl) 2-methyl (S)-4,4-difluoropiperidine-1,2-dicarboxylate FC1(C[C@H](N(CC1)C(=O)OC(C)(C)C)C(=O)OC)F